ClC1=CC=C(C=C1)C=1N=C2N(C=CC=C2)C1CN1C2CN(C(C1)CC2)C(=O)OC(C)(C)C tert-butyl 5-{[2-(4-chlorophenyl)imidazo[1,2-a]pyridin-3-yl]methyl}-2,5-di-azabicyclo[2.2.2]octane-2-carboxylate